C(CC)(=O)C(C(C(=O)C(CC)=O)=O)=O propionyl triketone